Methyl (S)-2-((6-((4-chloro-2-fluorobenzyl) oxy)-2'-oxo-[2,4'-bipyridinyl]-1'(2'H)-yl) methyl)-1-(oxetan-2-ylmethyl)-1H-benzo[d]imidazole-6-carboxylate ClC1=CC(=C(COC2=CC=CC(=N2)C2=CC(N(C=C2)CC2=NC3=C(N2C[C@H]2OCC2)C=C(C=C3)C(=O)OC)=O)C=C1)F